ClC=1C=CC(=C(C(=O)NC=2C=C3N=CC=NC3=CC2)C1)O 5-chloro-2-hydroxy-N-(quinoxalin-6-yl)benzamide